CN(C1C[C@H]2CCC[C@@H](C1)N2)C=2N=NC(=CC2)C2=C1C=NNC1=C(C=C2)N2N=CC=C2 (1R,5S)-N-methyl-N-[6-(7-pyrazol-1-yl-1H-indazol-4-yl)pyridazin-3-yl]-9-azabicyclo[3.3.1]nonan-3-amine